4-{[2-(3-{[4-(ethanesulfonyl)-phenyl]amino}prop-1-yn-1-yl)-1-(2,2,2-trifluoroethyl)-1H-indol-4-yl]amino}-1λ6-thiane-1,1-dione C(C)S(=O)(=O)C1=CC=C(C=C1)NCC#CC=1N(C2=CC=CC(=C2C1)NC1CCS(CC1)(=O)=O)CC(F)(F)F